P(=O)(OCN1C(CCC2=CC(=CN=C12)\C=C\C(=O)N(C)CC=1OC2=C(C1C)C=CC=C2)=O)([O-])[O-] ((E)-6-[(N-methyl-((3-methylbenzofuran-2-yl)methyl)amino)-3-oxoprop-1-en-1-yl]-2-oxo-3,4-dihydro-1,8-naphthyridin-1(2H)-yl)methyl phosphate